[Cl-].C(CCCCCCCCCCCCCCCCC)[N+](CC(C[N+](C)(C)C)O)(C)C.[Cl-] N1-octadecyl-2-hydroxy-N1,N1,N3,N3,N3-pentamethylpropane-1,3-diaminium chloride